COC=1C=C(COC=2C(=NC=C(C2)C2=CC=CC=C2)N)C=CC1 3-(3-methoxy-benzyloxy)-5-phenyl-pyridin-2-ylamine